1-(2,5-dichloropyridin-4-yl)ethan-1-one ClC1=NC=C(C(=C1)C(C)=O)Cl